8-chloro-5-(1-methyl-1H-pyrrolo[2,3-b]pyridin-4-yl)pyrido[3,4-d]pyridazin-1(2H)-one ClC1=CN=C(C=2C=NNC(C21)=O)C2=C1C(=NC=C2)N(C=C1)C